2-(1-(cyclopentylmethyl)-5-(quinolin-6-yl)-1H-indol-3-yl)-N-(pyridin-2-ylmethyl)acetamide C1(CCCC1)CN1C=C(C2=CC(=CC=C12)C=1C=C2C=CC=NC2=CC1)CC(=O)NCC1=NC=CC=C1